COC1=C(C(=CC=C1)OC)OCCNCC2COC3=CC=CC=C3O2.Cl The molecule is a hydrochloride salt that is obtained by reaction of N-(2,3-dihydro-1,4-benzodioxin-2-ylmethyl)-2-(2,6-dimethoxyphenoxy)ethanamine with one equivalent of hydrogen chloride. An alpha1A-adrenergic selective antagonist. It has a role as an alpha-adrenergic antagonist. It contains a N-(2,3-dihydro-1,4-benzodioxin-2-ylmethyl)-2-(2,6-dimethoxyphenoxy)ethanaminium(1+).